C1(=CC=CC=C1)N1CC2(CCN(C2)C2=NC=CC(=C2)N2CC(C2)C(=O)O)CC1 1-(2-(7-phenyl-2,7-diazaspiro[4.4]nonan-2-yl)pyridin-4-yl)azetidine-3-carboxylic acid